NC=1C2=C(NC(C1C=1NC=3C(=CC4=C(CCN(CC4)C4CCC4)C3)N1)=O)C=CS2 7-amino-6-(7-cyclobutyl-1,5,6,7,8,9-hexahydroimidazo[4',5':4,5]benzo[1,2-d]azepin-2-yl)thieno[3,2-b]pyridin-5(4H)-one